N-(2-fluoroethyl)-2-(4-(((3aR,5R,6aS)-2-((S)-2-hydroxypropanoyl)octahydro-cyclopenta[c]pyrrol-5-yl)amino)-1H-pyrrolo[2,3-b]pyridin-5-yl)-4-methylthiazole-5-carboxamide FCCNC(=O)C1=C(N=C(S1)C=1C(=C2C(=NC1)NC=C2)NC2C[C@@H]1[C@@H](CN(C1)C([C@H](C)O)=O)C2)C